3-(2-((4-((S)-2-(4-chloro-2-fluorophenyl)-2-methylbenzo[d][1,3]dioxol-4-yl)piperidin-1-yl)methyl)-4-methyl-1-(((S)-oxetan-2-yl)methyl)-1H-imidazol-5-yl)propionic acid ClC1=CC(=C(C=C1)[C@@]1(OC2=C(O1)C=CC=C2C2CCN(CC2)CC=2N(C(=C(N2)C)CCC(=O)O)C[C@H]2OCC2)C)F